C[C@@H]1N(CCN(C1)C1=C2C(=NC=C1)N(CC2)C(NC=2C=1N(N=CC2)C=CC1)=O)C(=O)OC(C)(C)C tert-butyl (S)-2-methyl-4-(1-(pyrrolo[1,2-b]pyridazin-4-ylcarbamoyl)-2,3-dihydro-1H-pyrrolo[2,3-b]pyridin-4-yl)piperazine-1-carboxylate